BrC1=NC=CC(=C1)C(C(=O)OCC)(C)C#N ethyl 2-(2-bromopyridin-4-yl)-2-cyanopropionate